(Z)-3-(3-(3,5-bis(trifluoromethyl)phenyl)-1H-1,2,4-triazole-1-yl)-2-bromoacrylate FC(C=1C=C(C=C(C1)C(F)(F)F)C1=NN(C=N1)\C=C(\C(=O)[O-])/Br)(F)F